PYRIDO[2,3-B]PYRAZINE-3-CARBALDEHYDE N1=C2C(=NC(=C1)C=O)N=CC=C2